2-Ethyl 5,7-dichloropyrazolo[1,5-a]pyrimidine-3-carboxylate ClC1=NC=2N(C(=C1)Cl)N=CC2C(=O)OCC